C1(CCCCC1)NC1=CC=CC=2C(C3=C(C=CC=C3C(C12)=O)NC1CCCCC1)=O 1,5-bis(cyclohexylamino)anthracene-9,10-dione